(E)-3,7-dimethylnona-1,6-dien-3-ol CC(C=C)(CC\C=C(\CC)/C)O